Cl.COC=1C=CC(=NC1)C(=N)N 5-methoxypicolinamidine hydrochloride